(S)-4-((6-((5-(difluoromethoxy)-1H-pyrazol-3-yl)amino)-1H-pyrazolo[3,4-b]pyrazin-1-yl)methyl)pyrrolidin-2-one FC(OC1=CC(=NN1)NC1=CN=C2C(=N1)N(N=C2)C[C@H]2CC(NC2)=O)F